BrC=1C(=C(C=CC1)[C@@H](C)NC1=C2C(=C(N=N1)C)C=NC(=C2)N2CCOCC2)OC (R)-N-(1-(3-bromo-2-methoxyphenyl)ethyl)-4-methyl-7-morpholinopyrido[3,4-d]Pyridazin-1-amine